ClC1=NC=C(C(=C1)C1=C(C=NC(=C1)C)C(=O)NC=1SC2=C(N1)CN(C2)C(C2=NC(=CC=C2C)C)=O)OC 2'-chloro-N-(5-(3,6-dimethyl-picolinoyl)-5,6-dihydro-4H-pyrrolo[3,4-d]thiazol-2-yl)-5'-methoxy-6-methyl-[4,4'-bipyridine]-3-carboxamide